5-(tert-butyl)-N-(3-chloro-6-methoxypyridin-2-yl)-N-((3-fluorooxetan-3-yl)methyl)-1H-benzo[d]imidazole-2-carboxamide C(C)(C)(C)C1=CC2=C(NC(=N2)C(=O)N(CC2(COC2)F)C2=NC(=CC=C2Cl)OC)C=C1